ClC1=NC=CC(=C1)C(=O)NC1=CC=C2C(=N1)C(=CN2)C2CCN(CC2)C 5-(2-chloro-4-pyridinecarbonyl)amino-3-(1-methyl-piperidin-4-yl)pyrrolo[3,2-b]pyridine